benzyl (1R)-1-{1-[3-(trifluoromethoxy)phenyl]-1H-pyrazol-4-yl}-6-azaspiro[2.5]octane-6-carboxylate FC(OC=1C=C(C=CC1)N1N=CC(=C1)[C@@H]1CC12CCN(CC2)C(=O)OCC2=CC=CC=C2)(F)F